COC(=O)C=1C=C2C(=CC=NC2=CC1OCCN1CCN(CC1)C)NC1=CN=NC(=C1)C1=C(C=CC(=C1)Cl)F Methyl-4-{[6-(5-Chloro-2-Fluorophenyl)Pyridazin-4-yl]Amino}-7-[2-(4-Methylpiperazin-1-yl)Ethoxy]Chinolin-6-Carboxylat